5-bromo-3-chloro-2-ethyl-7-methylisoquinolin-1(2H)-one BrC1=C2C=C(N(C(C2=CC(=C1)C)=O)CC)Cl